2,3-Bis(benzyloxy)-1-bromo-4-methoxymethoxybenzene C(C1=CC=CC=C1)OC1=C(C=CC(=C1OCC1=CC=CC=C1)OCOC)Br